C(C1CO1)OC(CC[Si](OCCC)(OCCC)OCCC)C γ-Glycidoxybutyltripropoxysilan